N-cyclopentyl-4-cyclopropyl-5-(3-methyl-1,2-oxazol-5-yl)pyrimidin-2-amine C1(CCCC1)NC1=NC=C(C(=N1)C1CC1)C1=CC(=NO1)C